Kalium tert.-butylat CC(C)(C)[O-].[K+]